ClC=1C=C(C(=C2CCOC21)C#N)[N+](=O)[O-] 7-chloro-5-nitro-2,3-dihydrobenzofuran-4-carbonitrile